2,2'-[[2,2-bis[(2-mercaptoethoxy)methyl]-1,3-propanediyl]bis(oxy)]bisethanethiol SCCOCC(COCCS)(COCCS)COCCS